(2S,4r)-4-hydroxy-1-[(2S)-2-[4-[1-(methylsulfonylamino)-1-methyl-ethyl]triazol-1-yl]-3,3-dimethyl-butyryl]-N-methyl-pyrrolidine-2-carboxamide O[C@@H]1C[C@H](N(C1)C([C@H](C(C)(C)C)N1N=NC(=C1)C(C)(C)NS(=O)(=O)C)=O)C(=O)NC